C1=CC=CC=2C=3C=C4C(=CC3CC12)C=CC=C4 benzo-[b]-fluorene